2,3-dihydroxyl-3-methyl-valeric acid OC(C(=O)O)C(CC)(C)O